2-[6-[(E)-2-(aminomethyl)-3-fluoro-allyloxy]-1-oxo-3,4-dihydroisoquinolin-2-yl]-N-(2-methoxyethyl)acetamide hydrochloride Cl.NC/C(/COC=1C=C2CCN(C(C2=CC1)=O)CC(=O)NCCOC)=C\F